BrC=1C(=CC=C2C(=C(C=NC12)C(=O)N[C@H]1CCOC2=CC=CC=C12)CC)F 8-bromo-N-[(4S)-3,4-dihydro-2H-chromen-4-yl]-4-ethyl-7-fluoroquinoline-3-carboxamide